6-(phenylmethoxy)pyrazolo[1,5-a]pyridine C1(=CC=CC=C1)COC=1C=CC=2N(C1)N=CC2